10,10-dimethyl-9-oxo-4-(pyridin-3-yl)-1-oxa-4-azaspiro[5.5]undec-7-ene-8-carbonitrile CC1(C(C(=CC2(CN(CCO2)C=2C=NC=CC2)C1)C#N)=O)C